tert-butyl (2S)-2-(7-chloro-5-(cis-3-[(prop-2-en-1-yl)oxy]cyclobutyl)pyrazolo[1,5-a]pyrimidin-2-yl)piperidine-1-carboxylate ClC1=CC(=NC=2N1N=C(C2)[C@H]2N(CCCC2)C(=O)OC(C)(C)C)[C@@H]2C[C@@H](C2)OCC=C